CC1=CN=C(S1)C=1C=C(C(=O)N[C@H](C)C=2N=NC(=CC2)C(F)(F)F)C=C(C1)O[C@H]1COCC1 3-(5-methyl-1,3-thiazol-2-yl)-5-[(3R)-tetrahydro-furan-3-yloxy]-N-{(1R)-1-[6-(trifluoromethyl)pyridazin-3-yl]ethyl}benzamide